C(C1=CC=CC=C1)OC=1C(=CC=2[C@H]3N(N4C(C2C1)=CC(C(=C4)C(=O)OCC)=O)C(CC3)(C)C)OCCCOC ethyl (S)-11-(benzyloxy)-12-(3-methoxypropoxy)-3,3-dimethyl-8-oxo-2,3,8,13b-tetrahydro-1H-pyrido[2,1-a]pyrrolo[1,2-c]phthalazine-7-carboxylate